tridecamethylenebis(dimethylpropylammonium) C[N+](CCCCCCCCCCCCC[N+](CCC)(C)C)(CCC)C